ClC=1C=C(C=CC1)C(CN(C)C)=O 1-(3-chlorophenyl)-2-(dimethylamino)ethanone